C(CC)[NH+]1CCCC1 N-propylpyrrolidinium